BrC1=CC2=C(N=C(N=C2N[C@H](C)C2=C(C(=CC=C2)C(F)(F)F)C)C(F)(F)F)C=N1 6-bromo-N-{(1R)-1-[2-methyl-3-(trifluoromethyl)phenyl]ethyl}-2-(trifluoromethyl)pyrido[3,4-d]pyrimidin-4-amine